O(C1=CC=CC=C1)C1=CC=C(C=C1)S(=O)(=O)Cl 4-phenoxybenzenesulfonyl chloride